ClC1=C(C=CC(=C1)C(F)(F)F)NC(CN1C=2N(C(C(=C1CC)N1C3C(CCC1)NCC3)=O)N=C(N2)C=2CCOCC2)=O N-(2-chloro-4-(trifluoromethyl)phenyl)-2-(2-(3,6-dihydro-2H-pyran-4-yl)-5-ethyl-6-(octahydro-4H-pyrrolo[3,2-b]pyridin-4-yl)-7-oxo-[1,2,4]triazolo[1,5-a]pyrimidin-4(7H)-yl)acetamide